4-(dimethylamino)-but-2-enamide CN(CC=CC(=O)N)C